Tert-butyl (S)-(1'-(6-bromopyridin-3-yl)-5-fluoro-1,3-dihydrospiro[indene-2,4'-piperidin]-1-yl)carbamate BrC1=CC=C(C=N1)N1CCC2(CC1)[C@@H](C1=CC=C(C=C1C2)F)NC(OC(C)(C)C)=O